2-benzyl-2-azaspiro[3.3]heptan-6-yl (2R,6S)-4-[5-(dimethylphosphoryl)pyridin-2-yl]-2,6-dimethylpiperazine-1-carboxylate CP(=O)(C)C=1C=CC(=NC1)N1C[C@H](N([C@H](C1)C)C(=O)OC1CC2(CN(C2)CC2=CC=CC=C2)C1)C